4-Vinylcyclohexen C(=C)C1CC=CCC1